ClC=1C=C(C=CC1)C1=NN2C(CN(CC2)C(=O)OC(C)(C)C)=C1C1=CC=NC=C1 tert-butyl 2-(3-chlorophenyl)-3-(pyridin-4-yl)-6,7-dihydropyrazolo[1,5-a]pyrazine-5(4H)-carboxylate